C(C(O)C(C(=O)O)CC(=O)O)(=O)O.OCCOCCN1CCN2C=3C(=CC=CC13)C=C2C2=NC1=C(N2C)C(=CC(=C1)C=O)OC (2-(1-(2-(2-hydroxyethoxy)ethyl)-2,3-dihydro-1H-pyrrolo[1,2,3-de]quinoxalin-5-yl)-7-methoxy-1-methyl-1H-benzo[d]imidazol-5-yl)methanone anti-Isocitrate